5-(3-Chloro-2-fluoro-6-(1H-tetrazol-1-yl)phenyl)-2-(1-(4-(2-fluoropyridin-4-yl)-1H-pyrazol-1-yl)-2-(N-methylbenzamido)ethyl)pyridine 1-oxide ClC=1C(=C(C(=CC1)N1N=NN=C1)C=1C=CC(=[N+](C1)[O-])C(CN(C(C1=CC=CC=C1)=O)C)N1N=CC(=C1)C1=CC(=NC=C1)F)F